C(C1=CC=CC=C1)C=1C(=NN(C1)CC1=CC=C(C=C1)OC)NC(=O)C1=CC(=NC=C1F)CC N-{4-benzyl-1-[(4-methoxyphenyl)methyl]pyrazol-3-yl}-2-ethyl-5-fluoropyridine-4-carboxamide